phenoxybenzimidazole O(C1=CC=CC=C1)C=1NC2=C(N1)C=CC=C2